FC(N1N=C(C=C1)N)(F)F 1-(trifluoro-methyl)pyrazol-3-amine